FC1=C2C=NNC2=CC=C1C1=C(N=C2N1C=C(N=C2)C2=CC(=NC=C2)C(C)C)C(F)(F)F 3-(4-fluoro-1H-indazol-5-yl)-6-(2-isopropyl-pyridin-4-yl)-2-trifluoromethyl-imidazo[1,2-a]pyrazine